(R)-3-[2-[3-[4-amino-8-(cyclopropyloxy)pyrido[3,2-d]pyrimidin-6-yl]phenyl]ethynyl]-3-hydroxy-1-methylpyrrolidin-2-one NC=1C2=C(N=CN1)C(=CC(=N2)C=2C=C(C=CC2)C#C[C@]2(C(N(CC2)C)=O)O)OC2CC2